CN([C@@H](CC1=CC=C(C(=O)N)C=C1)CNC(C[C@H](C)C1=CC=CC=C1)=O)C 4-((S)-2-(dimethylamino)-3-((S)-3-phenylbutanamido)propyl)benzamide